Cl.Cl.FC=1C=C(C=NC1)[C@H](CNC(CC1CCN(CC1)C(=O)OC)(C)C)O Methyl (R)-4-(2-((2-(5-Fluoropyridin-3-yl)-2-hydroxyethyl)amino)-2-methylpropyl)piperidine-1-carboxylate dihydrochloride